ClC1=NC2=C(N1CC1=NC=C(C#N)C=C1)C=C(C=C2)F 6-((2-chloro-6-fluoro-1H-benzo[d]imidazol-1-yl)methyl)nicotinonitrile